C1(CCC1)OC=1C(=C(C(=O)O)C=CC1C(NS(=O)(=O)N1CCCC1)=O)F 3-cyclobutoxy-2-fluoro-4-((pyrrolidin-1-ylsulfonyl)carbamoyl)benzoic acid